C(O)(=O)OC(CCC)OC(O)=O Butanediol Bis-Carbonate